(d)-5-(5-chloro-3-fluoro-2-vinylphenyl)-1,3,4-oxadiazol-2(3H)-one ClC=1C=C(C(=C(C1)C1=NNC(O1)=O)C=C)F